tert-butyl (R)-(tert-butoxycarbonyl)(7-(4-chloro-3-((2,2-difluoro-3-(4-fluorophenyl)-3-hydroxypropyl)carbamoyl)-2-fluorophenyl)-[1,2,4]triazolo[1,5-a]pyridin-2-yl)carbamate C(C)(C)(C)OC(=O)N(C(OC(C)(C)C)=O)C1=NN2C(C=C(C=C2)C2=C(C(=C(C=C2)Cl)C(NCC([C@H](O)C2=CC=C(C=C2)F)(F)F)=O)F)=N1